BrC=1C(=C(C=CC1)C(C1=CC=NC=C1)(F)F)F 4-((3-bromo-2-fluorophenyl)difluoromethyl)pyridine